O=C1N(CC1)C=1C=NC(=NC1)N[C@@H]1C[C@H](CC1)NC1=CC=C(C=N1)N1C(C=CC=C1)=O 6'-(((1S,3S)-3-((5-(2-oxoazetidin-1-yl)pyrimidin-2-yl)amino)cyclopentyl)amino)-2H-[1,3'-bipyridyl]-2-one